((R)-3-(4-Fluorophenyl)pyrrolidin-1-yl)(4-(2-hydroxy-3-(1-methyl-1H-pyrazol-4-yl)propoxy)phenyl)methanon FC1=CC=C(C=C1)[C@@H]1CN(CC1)C(=O)C1=CC=C(C=C1)OCC(CC=1C=NN(C1)C)O